6-((2,2,6,6-tetramethylpiperidin-4-yl)amino)pyridazin CC1(NC(CC(C1)NC1=CC=CN=N1)(C)C)C